NC=1C(=NC(=NC1)N[C@@H]1[C@@H](COCC1)F)NC1CCC(CC1)(C(=O)OCC)C ethyl (1R,4s)-4-((5-amino-2-(((3S,4S)-3-fluorotetrahydro-2H-pyran-4-yl)amino)pyrimidin-4-yl)amino)-1-methylcyclohexane-1-carboxylate